tert-Butyl N-[(1-methyl-1H-indol-5-yl)methyl]carbamate CN1C=CC2=CC(=CC=C12)CNC(OC(C)(C)C)=O